C(C)OC(=O)C=1OC2=C(C1C)C=C(C=C2)S(N(CC)C2=C(C=C(C=C2)Cl)CN(C(=O)C=2OC(=CC2)Br)CC=2OC=CC2)(=O)=O 5-(N-(2-((5-bromo-N-(furan-2-ylmethyl)furan-2-carboxamido)methyl)-4-chlorophenyl)-N-ethylsulfamoyl)-3-methylbenzofuran-2-carboxylic acid ethyl ester